8-[5-(3-Cyclopropylcarbonyl-2,3,4,5-tetrahydro-1H-3-benzoazepin-7-yl)-1H-pyrazolo[3,4-b]pyridin-3-yl]-2,3,4,5-tetrahydro-1,4-benzooxazepin-5-one C1(CC1)C(=O)N1CCC2=C(CC1)C=CC(=C2)C=2C=C1C(=NC2)NN=C1C1=CC2=C(C(NCCO2)=O)C=C1